OC(CCC=1C=C(C(=O)OC)C=CC1C=1NC=C(N1)C(F)(F)F)C methyl 3-(3-hydroxybutyl)-4-[4-(trifluoromethyl)-1H-imidazol-2-yl]benzoate